2-ethyl-5-[3-(1,3,5-trimethylpyrazol-4-yl)pyrazolo[1,5-a]pyridin-5-yl]furan-3-carboxylic acid C(C)C=1OC(=CC1C(=O)O)C1=CC=2N(C=C1)N=CC2C=2C(=NN(C2C)C)C